BrC1=C(C=NC=C1)OCCCN(C(OC(C)(C)C)=O)C tert-butyl {3-[(4-bromopyridin-3-yl)oxy]propyl}methylcarbamate